3-fluoro-6-(1-methyl-1H-pyrazol-4-yl)isoquinoline FC=1N=CC2=CC=C(C=C2C1)C=1C=NN(C1)C